ClC1=C(C(=CC=C1Cl)O)[C@@H]1CC(N([C@@H]1C)CCO)=O (4S,5R)-4-(2,3-dichloro-6-hydroxyphenyl)-1-(2-hydroxyethyl)-5-methylpyrrolidin-2-one